benzopyran-4-carboxylic acid methyl ester COC(=O)C1=CCOC2=C1C=CC=C2